COC(=O)C1=C2C(=NC(=C1)N1C=NC=C1)C=NN2 5-(1H-imidazol-1-yl)-1H-pyrazolo[4,3-b]Pyridine-7-carboxylic acid methyl ester